4-(2-(((2-(ethoxycarbonyl)-1H-pyrrol-3-yl)amino)methyl)phenyl)piperidine-1-carboxylate C(C)OC(=O)C=1NC=CC1NCC1=C(C=CC=C1)C1CCN(CC1)C(=O)[O-]